C(C1=C(C(=CC(=C1)C(C)(C)C)C(C)(C)C)O)C1=C(C(=CC(=C1)C(C)(C)C)C(C)(C)C)O 2,2'-methylenebis(4,6-di-tert-butyl-phenol)